5-heptene-2,3-dicarboxylate CC(C(CC=CC)C(=O)[O-])C(=O)[O-]